4-bromo-6-(prop-2-yn-1-yloxy)pyrazolo[1,5-a]pyridine-3-carbonitrile BrC=1C=2N(C=C(C1)OCC#C)N=CC2C#N